ClC=1C(=C(C=CC1)N1N=C(C2=C1C(N(CC2)C2=CC=C1CCN(CC1=C2)CCO)=O)C(=O)O)F 1-(3-Chloro-2-fluorophenyl)-6-[2-(2-hydroxyethyl)-3,4-dihydro-1H-isoquinolin-7-yl]-7-oxo-4,5-dihydropyrazolo[3,4-c]pyridine-3-carboxylic acid